(6-chloropyridin-2-yl)(3,3-difluoro-4-hydroxy-1-azaspiro[4.4]nonen-1-yl)methanone ClC1=CC=CC(=N1)C(=O)N1CC(C(C12C=CCC2)O)(F)F